N[C@@H](CCC(=O)O)C(=O)NN l-glutamic acid hydrazide